3-(5-(1-(2-(3-Aminoazetidin-1-yl)ethyl)piperidin-4-yl)-3-methyl-2-oxo-2,3-dihydro-1H-benzo[d]imidazol-1-yl)piperidine-2,6-dione NC1CN(C1)CCN1CCC(CC1)C1=CC2=C(N(C(N2C)=O)C2C(NC(CC2)=O)=O)C=C1